4-amino-5-fluoro-6-(trifluoromethyl)nicotinic acid NC1=C(C(=NC=C1C(=O)O)C(F)(F)F)F